FC1=C(C=C(C(=C1)[N+](=O)[O-])C)OC1(CC1)C 1-fluoro-4-methyl-2-(1-methylcyclopropoxy)-5-nitrobenzene